C(CCC)N(C(=O)NC1=CC(=C(C=C1)F)Cl)[C@H](C)C1=CNC(C2=CC=CC=C12)=O |r| racemic-1-butyl-3-(3-chloro-4-fluorophenyl)-1-(1-(1-oxo-1,2-dihydroisoquinolin-4-yl)ethyl)urea